4-(4-Methoxy-3-(trifluoromethyl)phenyl)piperidine-1-carbonyl-7-oxa-5-azaspiro[3.4]octan-6-one COC1=C(C=C(C=C1)C1CCN(CC1)C(=O)C1CCC12NC(OC2)=O)C(F)(F)F